C(C1=CC=CC=C1)N1CC2=CC=NC(=C2CC1)OCC(F)(F)F 2-benzyl-5-(2,2,2-trifluoroethoxy)-1,2,3,4-tetrahydro-2,6-naphthyridine